FC1=C(C(=C(C=C1F)F)F)S(=O)(=O)N(C1CCN(CC1)C=1C2=C(N=CN1)N(C=C2)COCC[Si](C)(C)C)CCOC 2,3,5,6-tetrafluoro-N-(2-methoxyethyl)-N-(1-(7-((2-(trimethylsilyl)ethoxy)methyl)-7H-pyrrolo[2,3-d]pyrimidin-4-yl)piperidin-4-yl)benzenesulfonamide